4-[5-(3,5-dichlorophenyl)-5-trifluoromethyl-4,5-dihydroisoxazol-3-yl]-2-methyl-2-methyl-benzoic acid amide ClC=1C=C(C=C(C1)Cl)C1(CC(=NO1)C1=CC(C(C(=O)N)C=C1)(C)C)C(F)(F)F